2-(2-((5-(3-hydroxy-2,3-dihydro-1H-inden-5-yl)-1-isopropyl-1H-indazol-3-yl)methoxy)phenyl)acetic acid OC1CCC2=CC=C(C=C12)C=1C=C2C(=NN(C2=CC1)C(C)C)COC1=C(C=CC=C1)CC(=O)O